(3S,4R)-1-(3,4,5-trimethoxyphenyl)-4-(3-selenocyanopropoxy-4-methoxyphenyl)-3-hydroxymethylazetidin-2-one COC=1C=C(C=C(C1OC)OC)N1C([C@@H]([C@@H]1C1=C(C=C(C=C1)OC)OCCC[Se]C#N)CO)=O